9-(chloromethyl)anthracene ClCC=1C2=CC=CC=C2C=C2C=CC=CC12